C(C=1C(C(=O)OC2CCC2)=CC(C(=O)OC2CCC2)=CC1)(=O)OC1CCC1 tricyclobutyl trimellitate